(3-fluorophenyl)-((5-(4-methoxyphenyl)thiophen-2-yl)methyl)furan-2-carboxamide FC=1C=C(C=CC1)C=1C(=C(OC1)C(=O)N)CC=1SC(=CC1)C1=CC=C(C=C1)OC